NC=1C=2N(C=CN1)C(=NC2C2=C(C=C(C(=O)NC1=NC=CC(=C1)C(F)(F)F)C=C2)OC)[C@@H]2CN1C(C3(C[C@H]1CC2)CC3)=O 4-{8-amino-3-[(6'S,8a'R)-3'-oxohexahydrospiro[cyclopropane-1,2'-indolizin]-6'-yl]imidazo[1,5-a]pyrazin-1-yl}-3-methoxy-N-[4-(trifluoromethyl)pyridin-2-yl]benzamide